O1CCC(CC1)N1CC2(C[C@H]3CC[C@@H](C2)N3)C1 (1'R,5'S)-1-(tetrahydro-2H-pyran-4-yl)-8'-azaspiro[azetidine-3,3'-bicyclo[3.2.1]octane]